O(P(OC1=CC=CC=C1)(=O)OP(=O)(OC1=CC=CC=C1)OC1=CC=CC=C1)C1=CC=CC=C1 Tetraphenyl pyrophosphate